ClC1=C(C(=O)NC(NC=2SC=CN2)=O)C=CC(=C1)Cl 2,4-dichloro-N-(thiazol-2-ylcarbamoyl)benzamide